FC1=CC=C(C=C1)C(NC1=CC=C(C=C1)OC)C=1N=CNC1 N-((4-fluorophenyl)(1H-imidazol-4-yl)methyl)-4-methoxyaniline